BrC=1C=C(C(=NC1)N)O[C@H](C)C1=C(C=CC(=C1)F)C1=CC=NN1CC=1C=NN(C1Br)CC (R)-5-bromo-3-(1-(2-(1-((5-bromo-1-ethyl-1H-pyrazol-4-yl)methyl)-1H-pyrazol-5-yl)-5-fluorophenyl)ethoxy)pyridin-2-amine